BrC=1C=2N(C=C(N1)C1CC1)C=C(N2)CO (8-bromo-6-cyclopropylimidazo[1,2-a]pyrazin-2-yl)methanol